C[Si](O[Si](O[Si](C=C)(C)C)(O[Si](C=C)(C)C)C1=CC=CC=C1)(C=C)C 3-((dimethyl(vinyl)silyl)oxy)-1,1,5,5-tetramethyl-3-phenyl-1,5-divinyltrisiloxane